tetrahexyl-diglycolamide C(CCCCC)C(OC(C(=O)N)(CCCCCC)CCCCCC)(C(=O)N)CCCCCC